BrC1=CC=CC2=C1C(=C(S2)NC(OC(C)(C)C)=O)C#N tert-Butyl N-(4-bromo-3-cyano-benzothiophen-2-yl)carbamate